((hydroxy(methyl)amino)(4-methylphenyl)methyl)diphenylphosphine ON(C)C(C1=CC=C(C=C1)C)P(C1=CC=CC=C1)C1=CC=CC=C1